C(#N)C1=C(C(=CC=C1)C=1NC2=C(C=CC=C2C1)OC)NC(=O)N1CCC(CC1)(C)C1=NOC(=N1)[C@H]1[C@H](C1)F N-(2-cyano-6-(7-methoxy-1H-indol-2-yl)phenyl)-4-(5-((1S,2S)-2-fluorocyclopropyl)-1,2,4-oxadiazol-3-yl)-4-methylpiperidine-1-carboxamide